The molecule is a furancarboxylate that is the conjugate base of 2-furoic acid. It has a role as a Saccharomyces cerevisiae metabolite, a human xenobiotic metabolite and a bacterial xenobiotic metabolite. It is a conjugate base of a 2-furoic acid. C1=COC(=C1)C(=O)[O-]